ethyl 3-(3,5-difluoroanilino)-2-methyl-3-oxo-propionate FC=1C=C(NC(C(C(=O)OCC)C)=O)C=C(C1)F